dicyclopentyl-(3-isopropyl-2-methoxycyclohexyl)methoxysilane METHYL-(2S)-(N,N-BIS(4-METHOXYBENZYL)SULFAMOYL)HEX-5-ENOATE C[C@@](C(=O)O)(CCC=C)S(N(CC1=CC=C(C=C1)OC)CC1=CC=C(C=C1)OC)(=O)=O.C1(CCCC1)[SiH](OCC1C(C(CCC1)C(C)C)OC)C1CCCC1